1-(4-cyclopropylnaphthalen-1-yl)-1H-pyrrole-2,5-dione C1(CC1)C1=CC=C(C2=CC=CC=C12)N1C(C=CC1=O)=O